O=S1(CCC(CC1)NC(C1=C(C=C(C=C1)C(F)(F)F)NC1=C(C=C(C=C1)F)C)=O)=O N-(1,1-dioxidotetrahydro-2H-thiopyran-4-yl)-2-((4-fluoro-2-methylphenyl)amino)-4-(trifluoromethyl)benzamide